1-((6-bromo-5-fluoropyridin-3-yl)imino)hexahydro-1λ6-thiopyran-1-oxide BrC1=C(C=C(C=N1)N=S1(CCCCC1)=O)F